CC1=NC(=CN=C1)CCC 2-methyl-6-propyl-pyrazine